FC=1C(=NC=C2C3=C(C=NC12)N(C(C1N3CC(NC1)CC#N)=O)C)C1=CC=CC3=CC=CC(=C13)C 2-(4-fluoro-7-methyl-3-(8-methylnaphthalen-1-yl)-8-oxo-8,8a,9,10,11,12-hexahydro-7H-pyrazino[1',2':4,5]pyrazino[2,3-c][1,6]naphthyridin-11-yl)acetonitrile